C1(=CC=CC=C1)C(C)NC(=O)C1=CC=C2C3=C(NC2=C1)C=NC=C3 N-(1-phenylethyl)-9H-pyrido[3,4-b]indole-7-carboxamide